C(C)OC1=C(C=CC(=C1)C=O)OC(C(C)C)=O 2-methylpropanoic acid (2-ethoxy-4-formylphenyl) ester